FC(C(=O)O)(F)F.CNC(CC1=C(C=CC=C1)NC1C2=C(C=3N(CC1)N=NC3C)C=CC(=C2)C=2CCNCC2)=O N-methyl-2-(2-((1-methyl-9-(1,2,3,6-tetrahydropyridin-4-yl)-6,7-dihydro-5H-benzo[c][1,2,3]triazolo[1,5-a]azepin-7-yl)amino)phenyl)acetamide 2,2,2-trifluoroacetate